OCCN(CCO)CCCCCCO[Si](OC(CCCCCCC\C=C/CCCCCCCC)OC=1C(=C2CCC(OC2=C(C1)C)(CCCC(CCCC(CCCC(C)C)C)C)C)C)(C)C (Z)-3-(2-hydroxyethyl)-11,11-dimethyl-13-((2,5,8-trimethyl-2-(4,8,12-trimethyltridecyl)chroman-6-yl)oxy)-10,12-dioxa-3-aza-11-silatriacont-21-en-1-ol